fluoromethyl-2,2,3,3-tetrafluoropropyl ether FCC(C(COCC(C(CF)(F)F)(F)F)(F)F)(F)F